BrC=1C=CC(=C(NCCCO)C1)[N+](=O)[O-] 3-(5-bromo-2-nitro-anilino)propan-1-ol